P(=O)(O)(O)O.C(CCCCCCC\C=C/CCCCCCCC)(=O)O oleic acid phosphate